N1=C(C=CC=C1)CN(CCN(CC(=O)N)CC1=NC=CC=C1)CC1=NC=CC=C1 2-((2-(bis(pyridin-2-ylmethyl)amino)ethyl)(pyridin-2-ylmethyl)amino)acetamide